FC=1C(=CC(=NC1)NC1=NN(C2=C1C=NC(=C2)C(=O)N2CCOCCC2)CC(F)(F)F)OC [3-[(5-fluoro-4-methoxy-2-pyridyl)amino]-1-(2,2,2-trifluoroethyl)pyrazolo[4,3-c]pyridin-6-yl]-(1,4-oxazepan-4-yl)methanone